FC=1C(NC(N(C1)[C@H]1C[C@@H]2OP(OC[C@H]2O1)(=O)OCC1=C(C(=O)OC)C=CC=C1)=O)=O Methyl 2-((((4aR,6R,7aS)-6-(5-fluoro-2,4-dioxo-3,4-dihydropyrimidin-1(2H)-yl)-2-oxidotetrahydro-4H-furo[3,2-d][1,3,2]dioxaphosphinin-2-yl)oxy)methyl)benzoate